C(#C)C=1C=C(C=CC1)NC(CC=1NC2=CC(=CC=C2C1)OC(C(=O)O)(C)C)=O 2-((2-(2-((3-ethynylphenyl)amino)-2-oxoethyl)-1H-indol-6-yl)oxy)-2-methylpropanoic acid